NCCOCC1=C(C(=O)NC2=CC=C(C=C2)C2=NN(C(=C2)NC(C2=C(C=CC=C2)Cl)=O)C)C=CC=C1 2-((2-aminoethoxy)methyl)-N-(4-(5-(2-chlorobenzamido)-1-methyl-1H-pyrazol-3-yl)phenyl)benzamide